BrC1=C(C(=CC=C1)Br)F 1,3-Dibromo-2-fluoro-benzene